7-(3-(2,5-difluorophenyl)-7,8-dihydro-1,6-naphthyridin-6(5H)-yl)-8,9-dimethyl-4H-pyrimido[1,2-b]pyridazin-4-one FC1=C(C=C(C=C1)F)C=1C=NC=2CCN(CC2C1)C=1C(=C(C=2N(N1)C(C=CN2)=O)C)C